[Si](C)(C)(C(C)(C)C)OC[C@H]1N(C=C(C1)C1=CC=C(C=C1)C1CCOCC1)C(=O)C1=C(C=C(C(=C1)OC)O[Si](C(C)C)(C(C)C)C(C)C)[N+](=O)[O-] (S)-(2-(((tert-butyldimethylsilyl)oxy)methyl)-4-(4-(tetrahydro-2H-pyran-4-yl)phenyl)-2,3-dihydro-1H-pyrrol-1-yl)(5-methoxy-2-nitro-4-((triisopropylsilyl)oxy)phenyl)methanone